2-(1-(4-(dimethylamino)pyridin-2-yl)-1H-pyrazol-4-yl)acetamide CN(C1=CC(=NC=C1)N1N=CC(=C1)CC(=O)N)C